Methyl 2-((1R,3R,5S)-3-((3-(2-chlorophenyl)-5-cyclopropylisoxazol-4-yl) methoxy)-8-azabicyclo[3.2.1]oct-8-yl)-4-ethynylbenzo[d]thiazole-6-carboxylate ClC1=C(C=CC=C1)C1=NOC(=C1COC1C[C@H]2CC[C@@H](C1)N2C=2SC1=C(N2)C(=CC(=C1)C(=O)OC)C#C)C1CC1